tert-butyl 4-(4-((4-((3-(cyclobutanecarboxamido)propyl)amino)-5-(trifluoromethyl)pyrimidin-2-yl)amino)-3-methyl-1H-pyrazol-1-yl)piperidine-1-carboxylate C1(CCC1)C(=O)NCCCNC1=NC(=NC=C1C(F)(F)F)NC=1C(=NN(C1)C1CCN(CC1)C(=O)OC(C)(C)C)C